ClC=1C=CC(=C(C1)C1=CC(=C(N=N1)C1CCC(CC1)C(=O)OC)NC1=CC(=NC=C1)NC(CCN1CCN(CC1)C)=O)F methyl (1r,4r)-4-(6-(5-chloro-2-fluorophenyl)-4-((2-(3-(4-methylpiperazin-1-yl)propanamido)pyridin-4-yl)amino)pyridazin-3-yl)cyclohexane-1-carboxylate